COC1=CC=C(C=C1)C1OC(=C(C1=O)OC(C)=O)N 2-(4-methoxyphenyl)-4-(acetoxy)-5-amino-3(2H)-furanone